ClC1=CC(=C(C=C1)C1=CC=C(C=C1)C1CN(C1)C(=O)N1CCN(CC1)C1=NNC(=N1)C1CC1)S(=O)(=O)C [3-[4-(4-Chloro-2-methylsulfonyl-phenyl)phenyl]azetidin-1-yl]-[4-(5-cyclopropyl-1H-1,2,4-triazol-3-yl)piperazin-1-yl]methanone